[Br-].C(CC(C)C)OC1=C(C=C(C2=CC=CC(=C12)OC)OCCC(C)C)C(C[N+]1=CN(C=C1)C)=O 3-(2-(1,4-bis(isopentyloxy)-8-methoxynaphthalen-2-yl)-2-oxoethyl)-1-methyl-1H-imidazol-3-ium bromide